N-ACETYL-CYSTEIN C(C)(=O)N[C@@H](CS)C(=O)O